[Cl-].C(CCCCCCCCCCCCCCC)C([NH2+]C)(CCCCCCCCCCCCCCCC)CCCCCCCCCCCCCCCC tricetyl-dimethyl-ammonium chloride